(diphenyl-phosphoryl)-10-phenyl-10H-spiro[acridine-9,9'-fluorene] C1(=CC=CC=C1)P(=O)(C1=CC=CC=C1)C1=CC=CC=2C3=CC=CC=C3C3(C12)C1=CC=CC=C1N(C=1C=CC=CC13)C1=CC=CC=C1